5-((4-fluorobenzyl)sulfonyl)-2-(piperazin-1-yl)-4,5,6,7-tetrahydrothiazolo[5,4-c]pyridine FC1=CC=C(CS(=O)(=O)N2CC3=C(CC2)N=C(S3)N3CCNCC3)C=C1